2-hydroxy-4-acrylbenzophenone OC1=C(C(=O)C2=CC=CC=C2)C=CC(=C1)C(=O)C=C